(S)-3-((3-(3-bromo-2-chlorophenoxy)propyl)amino)propane-1,2-diol BrC=1C(=C(OCCCNC[C@@H](CO)O)C=CC1)Cl